(1S,3S)-3-((6-(5-chloro-3-(((((R)-1-cyclopropylethyl)(methyl)carbamoyl)oxy) methyl)thiophen-2-yl)-2-methylpyridin-3-yl)oxy)cyclohexane-1-carboxylate ClC1=CC(=C(S1)C1=CC=C(C(=N1)C)O[C@@H]1C[C@H](CCC1)C(=O)[O-])COC(N(C)[C@H](C)C1CC1)=O